4-(4-((1R,5S)-3,8-diazabicyclo[3.2.1]octan-8-yl)-2-(((2R,7aS)-2-fluorotetrahydro-1H-pyrrolizin-7a(5H)-yl)methoxy)-8-methylquinazolin-7-yl)-5-ethylnaphthalen-2-ol [C@H]12CNC[C@H](CC1)N2C2=NC(=NC1=C(C(=CC=C21)C2=CC(=CC1=CC=CC(=C21)CC)O)C)OC[C@]21CCCN1C[C@@H](C2)F